3-(4-fluorophenyl)-5-(prop-1-en-2-yl)isothiazole FC1=CC=C(C=C1)C1=NSC(=C1)C(=C)C